N1=NN(C2=NC=CC=C21)OC2=NC(=CC(=N2)NC2CCN(CC2)CC)C(=O)N2C[C@H]([C@@H](CC2)N2CC1=CC=CC=C1CC2)O 1-(4-((2-((3H-[1,2,3]triazolo[4,5-b]pyridin-3-yl)oxy)-6-(trans-4-(3,4-Dihydroisoquinolin-2(1H)-yl)-3-hydroxypiperidine-1-carbonyl)pyrimidin-4-yl)amino)piperidin-1-yl)ethane